O1N=C(N=C1)C1=CC(=C2C=NN(C2=C1)C1OCCCC1)NC(OC(C)(C)C)=O tert-butyl (6-(1,2,4-oxadiazol-3-yl)-1-(tetrahydro-2H-pyran-2-yl)-1H-indazol-4-yl)carbamate